CN1CCN(CC1)CCS(=O)(=O)C1=CC=C(C=C1)NC(OC(C)(C)C)=O tert-butyl (4-((2-(4-methylpiperazin-1-yl)ethyl)sulfonyl)phenyl)carbamate